3-((methylsulfonyl)methyl)-1H-indol CS(=O)(=O)CC1=CNC2=CC=CC=C12